C(C)OC(\C(\C(CCl)=O)=N/NC1=CC=C(C=C1)F)=O (Z)-4-chloro-2-(2-(4-fluorophenyl)hydrazono)-3-oxobutanoic acid ethyl ester